[Na].C(CC(O)(C(=O)O)CC(=O)O)(=O)O citric acid monosodium